ClC1=CC=C(C=C1)C1=C(CCN(C1)C(=O)OC(C)(C)C)C(=O)OCC 1-(Tert-butyl) 4-ethyl 5-(4-chlorophenyl)-3,6-dihydropyridine-1,4(2H)-dicarboxylate